Trifluoro-[[(2-methoxybenzoyl)amino]methyl]borane potassium salt [K].FC=1C(=C(C(=C(C(=O)NCB)C1)OC)F)F